CS(=O)(=O)N1CCC(CC1)C1=C(N=CS1)C(=O)O 5-(1-methanesulfonylpiperidin-4-yl)-1,3-thiazole-4-carboxylic acid